2,3-dimercaptopropanesulfonic acid sodium [Na].SC(CS(=O)(=O)O)CS